The molecule is a nucleoside analogue obtained by formal cyclodimerisation of 2'-deoxycytidine. It has a role as a Mycoplasma genitalium metabolite. It is a cyclobutadipyrimidine and a nucleoside analogue. C1[C@@H]([C@H](O[C@H]1N2C3C(C4C3N(C(=O)N=C4N)[C@H]5C[C@@H]([C@H](O5)CO)O)C(=NC2=O)N)CO)O